COC(C(C1=CC(=CC=C1)OC)NC(CCCO)=O)=O (4-hydroxybutyrylamino)(3-methoxyphenyl)acetic acid methyl ester